FC1=C(C=CC(=C1)F)S(=O)(=O)N1C2CN(C(C1)C2)C(=O)OC(C)(C)C tert-Butyl 5-((2,4-difluorophenyl)sulfonyl)-2,5-diazabicyclo[2.2.1]heptane-2-carboxylate